CC1(C2CC(C(C1=O)C)C2)C 2,2,4-trimethylbicyclo[3.1.1]heptan-3-one